N-({4-amino-1-methyl-1H-pyrazolo[4,3-c]quinolin-7-yl}methyl)-6-cyclopropyl-N-(4,4-difluoro-1,1-dioxo-3,4-dihydro-2H-1λ6-benzothiopyran-8-yl)pyridine-3-carboxamide NC1=NC=2C=C(C=CC2C2=C1C=NN2C)CN(C(=O)C=2C=NC(=CC2)C2CC2)C2=CC=CC=1C(CCS(C12)(=O)=O)(F)F